CN(C(C)=O)C1CCN(CC1)CC1=CC=2N=C(N=C(C2S1)N1CCOCC1)N1N=C(C=C1)C=1C=C(C=CC1)C N-methyl-N-(1-((4-morpholino-2-(3-(m-tolyl)-1H-pyrazol-1-yl)thieno[3,2-d]pyrimidin-6-yl)methyl)piperidin-4-yl)acetamide